2-fluoro-N-(4-fluorobenzyl)-6-nitrobiphenyl-3-amine FC1=C(C(=CC=C1NCC1=CC=C(C=C1)F)[N+](=O)[O-])C1=CC=CC=C1